O1C(=NC=C1)C(=O)O oxazole-2-carboxylic acid